NC1=CC=C(C(=C1N1C[C@@H](CCC1)CNC(OC(C)(C)C)=O)C(F)(F)F)OC1=C(C=CC=C1)F tert-Butyl (S)-((1-(6-amino-3-(2-fluorophenoxy)-2-(trifluoromethyl)phenyl)piperidin-3-yl)methyl)carbamate